(6-chloro-3-fluoropyridin-2-yl)methanol ClC1=CC=C(C(=N1)CO)F